ClC1=CC(=C(C=C1Cl)NC1=NC=CC=C1)[N+](=O)[O-] N-(4,5-dichloro-2-nitrophenyl)pyridine-2-amine